C1(CC1)C=1N=NN(C1)[C@@H](C(=O)N1[C@H](C[C@@H](C1)O)C(=O)NC(CN1C(=NC=C1)CC)C)C(C)(C)C (2R,4s)-1-[(2R)-2-(4-cyclopropyl-triazol-1-yl)-3,3-dimethyl-butyryl]-N-[2-(2-ethylimidazol-1-yl)-1-methyl-ethyl]-4-hydroxy-pyrrolidine-2-carboxamide